NCC=1C=C2C=C(N(C2=CC1)CCCC(F)(F)F)CN1C(N(C2=C1C=NC=C2)C)=O 3-((5-(aminomethyl)-1-(4,4,4-trifluorobutyl)-1H-indol-2-yl)methyl)-1-methyl-1,3-dihydro-2H-imidazo[4,5-c]pyridin-2-one